3-((hydroxymethyl)(methyl)amino)propanol OCN(CCCO)C